1-(5-(5-chloro-2-methoxypyridin-4-yl)-1H-pyrazole-3-carbonyl)-N-((1,1-dioxo-2,3-dihydrobenzo[b]thiophen-5-yl)methyl)piperidine-4-carboxamide ClC=1C(=CC(=NC1)OC)C1=CC(=NN1)C(=O)N1CCC(CC1)C(=O)NCC1=CC2=C(S(CC2)(=O)=O)C=C1